(1-(cyclopropylmethyl)-7-((R)-2-(4-fluoro-1H-imidazol-1-yl)propoxy)-1H-indol-2-yl)-1-methyl-6-(((S)-morpholin-3-yl)methyl)-1,6,7,8-tetrahydro-5H-imidazo[4,5-g]isoquinolin-5-one C1(CC1)CN1C(=CC2=CC=CC(=C12)OC[C@@H](C)N1C=NC(=C1)F)C1=NC=2C(=CC=3CCN(C(C3C2)=O)C[C@@H]2NCCOC2)N1C